tri(3,4,5-trimethoxyphenyl)phosphine COC=1C=C(C=C(C1OC)OC)P(C1=CC(=C(C(=C1)OC)OC)OC)C1=CC(=C(C(=C1)OC)OC)OC